heptadecenamine C(=CCCCCCCCCCCCCCCC)N